O1CCC(CC1)OC(=O)OCC1=CC=C(OC2CN(C2)C=2C(=C(C(=O)OC)C=CC2)N2C=CC=C2)C=C1 Methyl 3-(3-(4-(((((tetrahydro-2H-pyran-4-yl)oxy)carbonyl)oxy)methyl)phenoxy) azetidin-1-yl)-2-(1H-pyrrol-1-yl)benzoate